C[Si](C)(C)N(C=1C=C(C=CC1)[Mg]Cl)[Si](C)(C)C 3-[bis(trimethylsilyl)amino]phenylmagnesium chloride